methyl 1-methyl-4-(pyrimidin-2-yl)-1H-pyrazole-3-carboxylate CN1N=C(C(=C1)C1=NC=CC=N1)C(=O)OC